N-[[6-[4-[(dimethylamino)methyl]benzoyl]-6-azaspiro[2.5]octan-2-yl]methyl]furo[2,3-c]pyridine-2-carboxamide CN(C)CC1=CC=C(C(=O)N2CCC3(C(C3)CNC(=O)C3=CC=4C(=CN=CC4)O3)CC2)C=C1